N-(2-phenylethyl)-4-[2-{[1-(propan-2-yl)-1H-pyrazolo[4,3-c]pyridin-6-yl]amino}-6-(pyrrolidin-1-yl)pyrimidin-4-yl]piperazine-1-carboxamide C1(=CC=CC=C1)CCNC(=O)N1CCN(CC1)C1=NC(=NC(=C1)N1CCCC1)NC1=CC2=C(C=N1)C=NN2C(C)C